N,N-dibutylhydroxylamine C(CCC)N(O)CCCC